CC1OC2=CC(=C(C=C2C(=C1)C)O)O 2,4-dimethyl-2H-chromene-6,7-diol